4-(1H-benzo[d]imidazol-1-yl)-N-(2-methoxy-4-(4-(4-methylpiperazin-1-yl)piperidin-1-yl)phenyl)-7H-pyrrolo[2,3-d]pyrimidin-2-amine N1(C=NC2=C1C=CC=C2)C=2C1=C(N=C(N2)NC2=C(C=C(C=C2)N2CCC(CC2)N2CCN(CC2)C)OC)NC=C1